CC(CCC(C)=O)CCC 5-METHYLOCTAN-2-ONE